The molecule is an amino dicarboxylic acid that is L-glutamic acid substituted by a hydroxy group at position 4. It is an amino dicarboxylic acid, a secondary alcohol, a non-proteinogenic L-alpha-amino acid and a hydroxy-L-glutamic acid. It is a conjugate acid of a 4-hydroxy-L-glutamate(1-). C([C@@H](C(=O)O)N)C(C(=O)O)O